platinum(II) 2,3,7,8,12,13,17,18-octaethyl-21H,23H-porphyrin C(C)C1=C2NC(=C1CC)C=C1C(=C(C(=N1)C=C1C(=C(C(N1)=CC=1C(=C(C(N1)=C2)CC)CC)CC)CC)CC)CC.[Pt+2]